ClC=1C=C(C=CC1)N1CCN(CC1)CCC1NC(C2(C1)CCN(CC2)C(CNC(C(C)(C)C)=O)=O)=O N-(2-(3-(2-(4-(3-chlorophenyl)piperazin-1-yl)ethyl)-1-oxo-2,8-diazaspiro[4.5]decan-8-yl)-2-oxoethyl)pivalamide